CC1=C(C=NN1)C1=CC=2N=C(NC(C2S1)=O)CN1CCC(CC1)(C#N)C1=CC=CC=C1 1-{[6-(5-methyl-1H-pyrazol-4-yl)-4-oxo-3,4-dihydrothieno[3,2-d]pyrimidin-2-yl]methyl}-4-phenylpiperidine-4-carbonitrile